(S)-N-(2-fluoro-3-(8-isopropyl-7-oxo-2-(piperidin-3-ylamino)-7,8-dihydropyrido[2,3-d]pyrimidin-6-yl)phenyl)-1-phenylmethanesulfonamide FC1=C(C=CC=C1C1=CC2=C(N=C(N=C2)N[C@@H]2CNCCC2)N(C1=O)C(C)C)NS(=O)(=O)CC1=CC=CC=C1